I[Si]1(O[Si](C1)(C)I)C 1,3-diiodo-1,3-dimethyl-1,3-disiloxetane